ClC=1C=C2C(=NC1C1=CC=C(C=C1)C1=C(C=CC=C1)O)N=C(N2)SCP(O)(O)=O (((6-chloro-5-(2'-hydroxy-[1,1'-biphenyl]-4-yl)-1H-imidazo[4,5-b]pyridin-2-yl)thio)methyl)phosphonic acid